2-Hydroxy-5-methoxy-5-oxopentan OC(C)CCC(=O)OC